tert-butyl (1R,5S)-3-cyano-8-azabicyclo[3.2.1]octane-8-carboxylate C(#N)C1C[C@H]2CC[C@@H](C1)N2C(=O)OC(C)(C)C